ethyl 3,3-di-t-butylperoxybutyrate C(C)(C)(C)C(CC(=O)OOCC)(C)C(C)(C)C